N-(5-(4-Ethylpiperazin-1-yl)pyridin-2-yl)-5-fluoro-4-(3-isopropyl-2,6-dimethyl-3H-thieno[2,3-d]imidazol-5-yl)pyrimidin-2-amine C(C)N1CCN(CC1)C=1C=CC(=NC1)NC1=NC=C(C(=N1)C1=C(C2=C(N(C(=N2)C)C(C)C)S1)C)F